C(C)(=O)O.N[C@H](C(=O)OC)CC (S)-methyl 2-aminobutyrate acetate